tert-butyl 2-methyl-4-oxo-3,5,7,8-tetrahydropyrido[4,3-d]pyrimidine-6(4H)-carboxylate CC=1NC(C2=C(N1)CCN(C2)C(=O)OC(C)(C)C)=O